2-phenyl-3-methoxy-9,9-dimethyl-1,10-phenanthrolin-4-one C1(=CC=CC=C1)C=1N=C2C3=NC(C=CC3=CC=C2C(C1OC)=O)(C)C